Ethyl 5-methoxy-3-methylbenzofuran-2-carboxylate COC=1C=CC2=C(C(=C(O2)C(=O)OCC)C)C1